1-Pyridin-4-ylmethyl-3-[4-(toluene-2-sulfonyl)-phenyl]-urea N1=CC=C(C=C1)CNC(=O)NC1=CC=C(C=C1)S(=O)(=O)C=1C(C)=CC=CC1